N-ethyl-4-amino-3,3-dimethylbutyltrimethoxy-silane C(C)NCC(CC[Si](OC)(OC)OC)(C)C